C(C)(C)(C)[Si](OC(CCO)CCCCCCCCCCC)(C1=CC=CC=C1)C1=CC=CC=C1 3-{[t-butyl-(diphenyl)silyl]oxy}tetradecan-1-ol